S(=O)(=O)(O)[O-].C[N+]=1N(C=C(C1)C)C 1,2,4-trimethyl-pyrazolium hydrogen sulfate